tert-butyl ((2-(trifluoromethyl)-5,6,7,8-tetrahydrobenzo[b]imidazo[2,1-d][1,5]oxazonin-11-yl)methyl)carbamate FC(C=1N=C2C3=C(OCCCCN2C1)C=C(C=C3)CNC(OC(C)(C)C)=O)(F)F